C1=CC=CC=2C3=CC=CC=C3N(C12)C1=CC(=C(C#N)C=C1)C1=CC2=C(SC3C2C=C(C=C3)B3OC(C(O3)(C)C)(C)C)C=C1 4-(9H-carbazol-9-yl)-2-(8-(4,4,5,5-tetramethyl-1,3,2-dioxaborolan-2-yl)-5a,9a-dihydrodibenzo[b,d]thiophen-2-yl)benzonitrile